3-(4-(2-((2-(2,6-dioxopiperidin-3-yl)-1,3-dioxoisoindolin-4-yl)amino)propan-2-yl)-1H-1,2,3-triazol-1-yl)propanoic acid O=C1NC(CCC1N1C(C2=CC=CC(=C2C1=O)NC(C)(C)C=1N=NN(C1)CCC(=O)O)=O)=O